C(=O)(OC(C)(C)C)N1C(=CC2=C(C=C(C=C12)NS(=O)(=O)C)NC1=CC(=C(C=C1)F)Cl)C(=O)O 1-Boc-4-((3-chloro-4-fluorophenyl)amino)-6-methanesulfonamido-1H-indole-2-carboxylic acid